ClC=1C=C(C=CC1F)NC(N([C@H]1COCC=2NC(C3=C(C21)CCOC3)=O)C)=O |r| Racemic-3-(3-chloro-4-fluorophenyl)-1-methyl-1-(6-oxo-1,2,4,5,6,7,9,10-octahydrodipyrano[3,4-b:4',3'-d]pyridin-1-yl)urea